N1=C(N=CC=C1)OC1=CC=CC=C1 pyrimidineoxybenzene